N-(4-(2-isopropoxypropan-2-yl)thiazol-2-yl)-1-(4-(N-methylacetamido)benzyl)-1H-pyrrole-2-carboxamide C(C)(C)OC(C)(C)C=1N=C(SC1)NC(=O)C=1N(C=CC1)CC1=CC=C(C=C1)N(C(C)=O)C